CC1OC(CC1CC(=O)NCC1=CC=C(C=C1)CCNC(=O)C1=NNC(=C1)OCC)C N-[2-(4-{[2-(2,5-dimethyloxolan-3-yl)acetamido]methyl}phenyl)ethyl]-5-ethoxy-1H-pyrazole-3-carboxamide